CC(C)(C)OC(=O)N1CCC(CC1)CC(=O)O (1-{[(2-methylpropan-2-yl)oxy]carbonyl}piperidin-4-yl)acetic acid